C(C=C)C1(CN(CC1)C(=O)[O-])N 3-allyl-3-aminopyrrolidine-1-carboxylate